(3-(4-(trifluoromethyl)phenyl)thiomorpholino)methanone FC(C1=CC=C(C=C1)C1CSCCN1C=O)(F)F